naphthoquinone imidazolium salt N1C=[NH+]C=C1.C1(C=CC(C2=CC=CC=C12)=O)=O